2,3-dichloro-7-phenyl-6-(3-phenylquinoxalin-2-yl)pyrido[2,3-b]Pyrazine ClC=1N=C2C(=NC1Cl)N=C(C(=C2)C2=CC=CC=C2)C2=NC1=CC=CC=C1N=C2C2=CC=CC=C2